8-Acetyl-3-(2-(trifluoromethoxy)ethyl)imidazo[5,1-d][1,2,3,5]tetrazin-4(3H)-one C(C)(=O)C=1N=CN2C1N=NN(C2=O)CCOC(F)(F)F